2-(3-amino-1-tetrahydropyran-2-yl-indazol-6-yl)sulfanyl-N-methyl-benzamide NC1=NN(C2=CC(=CC=C12)SC1=C(C(=O)NC)C=CC=C1)C1OCCCC1